trans-4-((4-(2-Isopropylthiazol-5-yl)pyridin-2-yl)((trans-4-(4-methoxy-3-methyl phenyl)cyclohexyl)methyl) carbamoyl)cyclohexyl methylcarbamate CNC(O[C@@H]1CC[C@H](CC1)C(N(C[C@@H]1CC[C@H](CC1)C1=CC(=C(C=C1)OC)C)C1=NC=CC(=C1)C1=CN=C(S1)C(C)C)=O)=O